C(#N)C(CN1C(C2=CC=CC(=C2C1)C=1C=C(C(=O)O)C=CC1)=O)=C 3-[2-(2-cyano-2-methylideneethyl)-1-oxo-2,3-dihydro-1H-isoindol-4-yl]benzoic acid